1-isopropyl-4-nitro-3-(trifluoromethyl)-1H-pyrazole C(C)(C)N1N=C(C(=C1)[N+](=O)[O-])C(F)(F)F